FC(C1=CC=C(CN2N=CC=3C2=NC(=NC3)N)C=C1)(F)F 1-(4-(trifluoromethyl)benzyl)-1H-pyrazolo[3,4-d]pyrimidin-6-amine